7-Cyclopropyl-6-[(2-methyl-1-aza-2-bora-1H-naphth-8-yl)methyl]-4-oxo-1-thia-3a-aza-3-indancarboxylic acid C1(CC1)C=1C(=CC(N2C(CSC12)C(=O)O)=O)CC=1C=CC=C2C=CB(NC12)C